(1R,6R)-N-(7-chloro-6-(1-(3R-methyltetrahydrofuran-3-yl)piperidin-4-yl)isoquinolin-3-yl)-3-oxabicyclo[4.1.0]heptane-7-carboxamide ClC1=C(C=C2C=C(N=CC2=C1)NC(=O)C1[C@@H]2CCOC[C@@H]12)C1CCN(CC1)[C@]1(COCC1)C